FC(OC=1C=C(C=CC1)CNC1CC1)(F)F N-[[3-(trifluoromethoxy)phenyl]methyl]cyclopropanamine